FC(COC1=CN=CC(=N1)C1=CN=C(S1)C(=O)[O-])(F)F.[K+] potassium 5-(6-(2,2,2-trifluoroethoxy)pyrazin-2-yl)thiazole-2-carboxylate